2-(3,4-dimethoxyphenyl)-N-(4-(1-methyl-4-(trifluoromethyl)-1H-imidazol-2-yl)benzyl)-6,7-dihydro-5H-cyclopenta[d]pyrimidin-4-amine COC=1C=C(C=CC1OC)C=1N=C(C2=C(N1)CCC2)NCC2=CC=C(C=C2)C=2N(C=C(N2)C(F)(F)F)C